5-chloro-8-phenyl-2-(trifluoromethyl)-[1,2,4]triazolo[1,5-a]pyrazin-6-amine ClC1=C(N=C(C=2N1N=C(N2)C(F)(F)F)C2=CC=CC=C2)N